1-Benzyl-3-(2-nitrophenyl)-1H-2,1-benzothiazin-4-ol-2,2-dioxid C(C1=CC=CC=C1)N1S(C(=C(C2=C1C=CC=C2)O)C2=C(C=CC=C2)[N+](=O)[O-])(=O)=O